N-(2-(2-amino-6-cyclopropylamino-9H-purin-9-yl)ethyl)-1-methyl-5-ethyl-1H-pyrazole-3-carboxamide NC1=NC(=C2N=CN(C2=N1)CCNC(=O)C1=NN(C(=C1)CC)C)NC1CC1